methyl 4,5-difluoro-2-methoxybenzoate FC1=CC(=C(C(=O)OC)C=C1F)OC